ClCCNC(OCC1=CC=CC=C1)=O Benzyl (2-chloroethyl)carbamate